1-chloro-6,7-dihydro-5H-cyclopenta[c]Pyridine-6-carboxylic acid ClC1=NC=CC2=C1CC(C2)C(=O)O